Sodium methylaminobutyrate CNC(C(=O)[O-])CC.[Na+]